Tetrahydrothiophene-1-oxide S1(CCCC1)=O